C1(CCCC1)N1CCN(CC1)C1CCN(CC1)C1=C(C=C(C(=C1)OC)NC1=NC=NC(=C1)N1OCC[C@@H]1C1=CC(=CC(=C1)F)F)NC(C=C)=O N-(2-(4-(4-cyclopentylpiperazine-1-yl)piperidine-1-yl)-5-((6-((R)-3-(3,5-difluorophenyl)-isoxazolidine-2-yl)pyrimidine-4-yl)amino)-4-methoxyphenyl)acrylamide